ClC1=CC2=C(C=3C(C4CCCN(C4CC31)CCC)O)OCO2 Trans-5-chloro-7-propyl-6,6a,7,8,9,10,10a,11-octahydro-[1,3]dioxolo[4',5':5,6]benzo[1,2-g]quinolin-11-ol